4-(2-Chloro-4-fluorophenyl)-N-(4-fluoro-2-nitrophenyl)-1,3-dimethyl-1H-pyrazol-5-amine ClC1=C(C=CC(=C1)F)C=1C(=NN(C1NC1=C(C=C(C=C1)F)[N+](=O)[O-])C)C